N-(carboxymethyl)-2-fluoro-N-(2-fluoro-4-(1,2,4,5-tetrazin-3-yl)benzyl)ethanaminium 2,2,2-trifluoroacetate FC(C(=O)[O-])(F)F.C(=O)(O)C[NH+](CCF)CC1=C(C=C(C=C1)C=1N=NC=NN1)F